O(C)C1N(CC1)C(=O)[O-] methoxylazetidine-1-carboxylate